5-[2-hydroxy-3-(dodecyloxy)propoxy]-2-(4,6-bis(2,4-dimethylphenyl)-[1,3,5]triazin-2-yl)phenol OC(COC=1C=CC(=C(C1)O)C1=NC(=NC(=N1)C1=C(C=C(C=C1)C)C)C1=C(C=C(C=C1)C)C)COCCCCCCCCCCCC